CC(CCCCCCCOCCO)C 2-[(8-methylnonyl)oxy]ethane-1-ol